N-[3-(azepan-1-yl)-4-(2-methylpiperazine-1-carbonyl)phenyl]cyclopropanecarboxamide N1(CCCCCC1)C=1C=C(C=CC1C(=O)N1C(CNCC1)C)NC(=O)C1CC1